ClC=1C=CC2=C(C(C[C@@H](O2)C(=O)NC23CC(C2)(C3)C(NCC3=NC2=C(N3)C=C(C(=C2)F)F)=O)=O)C1 (2R)-6-chloro-N-(3-{[(5,6-difluoro-1H-benzoimidazol-2-yl)methyl]carbamoyl}bicyclo[1.1.1]pent-1-yl)-4-oxo-3,4-dihydro-2H-1-benzopyran-2-carboxamide